FC1=C(CCC2CN(C2)C(=O)N2C[C@@H]3[C@@H](OCC(N3)=O)CC2)C=CC(=C1)C(F)(F)F (4aR,8aS)-6-(3-(2-fluoro-4-(trifluoromethyl)phenethyl)azetidine-1-carbonyl)hexahydro-2H-pyrido[4,3-b][1,4]oxazin-3(4H)-one